C1(=CC=CC=C1)NC1=CC=C(C=C1)N N-phenyl-1,4-benzenediamine